(4-amino-1,3-dihydrofuro[3,4-c][1,7]naphthyridin-8-yl)((3R,5S)-3-isobutyl-5-(4-(trifluoromethyl)phenyl)morpholino)methanone NC1=NC=2C=NC(=CC2C2=C1COC2)C(=O)N2[C@@H](COC[C@@H]2C2=CC=C(C=C2)C(F)(F)F)CC(C)C